tert-butyl 4-[2-[2-(tert-butoxycarbonylamino)ethoxy]ethoxycarbonyloxy]benzoate C(C)(C)(C)OC(=O)NCCOCCOC(=O)OC1=CC=C(C(=O)OC(C)(C)C)C=C1